(2S)-2-({[(9H-fluoren-9-yl)methoxy]carbonyl}amino)-3-(2,3,4,5,6-pentafluorophenyl)propanoic acid C1=CC=CC=2C3=CC=CC=C3C(C12)COC(=O)N[C@H](C(=O)O)CC1=C(C(=C(C(=C1F)F)F)F)F